C(N)(O[C@H]1[C@H](C2=CC(=CC=C2C1)Cl)O)=O (1S,2R)-6-chloro-1-hydroxy-2,3-dihydro-1H-inden-2-yl carbamate